2-[[5-amino-8-(2,6-dimethyl-4-pyridinyl)-3-oxo-7-phenyl-[1,2,4]triazolo[4,3-c]pyrimidin-2-yl]methyl]pyrrolidine-1-carboxylic acid tert-butyl ester C(C)(C)(C)OC(=O)N1C(CCC1)CN1N=C2N(C(=NC(=C2C2=CC(=NC(=C2)C)C)C2=CC=CC=C2)N)C1=O